trans-3,5,4'-trihydroxybibenzyl OC=1C=C(C=C(C1)O)CCC1=CC=C(C=C1)O